tert-Butyl (S)-(1-(1-(4-cyclopropylphenyl)-4-methyl-6-oxo-1,6-dihydropyrimidin-2-yl)-2-(3,5-difluorophenyl)ethyl)carbamate C1(CC1)C1=CC=C(C=C1)N1C(=NC(=CC1=O)C)[C@H](CC1=CC(=CC(=C1)F)F)NC(OC(C)(C)C)=O